C(=C)C[N+](C)(C)CC1=CC=CC=C1.C(=C)N1C(CCC1)=O (N-vinylpyrrolidone), vinylbenzyl-trimethylammonium salt